N-(5-(4-(4-aminoimidazo[2,1-f][1,2,4]triazin-7-yl)-1H-pyrazol-1-yl)-2-fluoro-4-methylphenyl)-3-(difluoromethyl)benzamide NC1=NC=NN2C1=NC=C2C=2C=NN(C2)C=2C(=CC(=C(C2)NC(C2=CC(=CC=C2)C(F)F)=O)F)C